tert-Butyl (S)-4-(3,3-difluorobutyl)-2,2-dimethyloxazolidine-3-carboxylate FC(CC[C@@H]1N(C(OC1)(C)C)C(=O)OC(C)(C)C)(C)F